1-(cyclopropylmethyl)-6-[3-(trifluoromethyl)phenyl]-3H-imidazo[4,5-b]pyridin-2-one C1(CC1)CN1C(NC2=NC=C(C=C21)C2=CC(=CC=C2)C(F)(F)F)=O